(S)-N-(4-(4-amino-7-methyl-7H-pyrrolo[2,3-d]pyrimidin-5-yl)-3-ethylphenyl)-2-(3-fluorophenyl)-2-hydroxyacetamide NC=1C2=C(N=CN1)N(C=C2C2=C(C=C(C=C2)NC([C@@H](O)C2=CC(=CC=C2)F)=O)CC)C